di-(tert-butyl)(2,6-dimethoxyphenyl)phosphine methyl-3-(methylsulfinyl)-4-(trifluoromethyl)benzoate COC(C1=CC(=C(C=C1)C(F)(F)F)S(=O)C)=O.C(C)(C)(C)P(C1=C(C=CC=C1OC)OC)C(C)(C)C